ClC1=C(C=C(C=C1)C1=CC=C(C=C1)F)F 4-chloro-3,4'-difluoro-[1,1'-biphenyl]